[Si](C)(C)(C(C)(C)C)O[C@@H](CNC(OC(C)(C)C)=O)CO[Si](C)(C)C(C)(C)C tert-butyl (S)-(2,3-bis((tert-butyldimethylsilyl)oxy)propyl)carbamate